((5-(5-(4-bromophenyl)-4H-1,2,4-triazol-3-yl)-2-methylphenyl)sulfonyl)morpholine BrC1=CC=C(C=C1)C=1NC(=NN1)C=1C=CC(=C(C1)S(=O)(=O)N1CCOCC1)C